(phenoxy)-methyloxetane O(C1=CC=CC=C1)C1(OCC1)C